NC1=NC=NC=2C3=C(CC(C12)(C)C)C(=C(C=C3)O[C@@H]3CC[C@H](CC3)NC(OC(C)(C)C)=O)N3C=CC=C3 tert-butyl N-[trans-4-[(4-amino-5,5-dimethyl-7-pyrrol-1-yl-6H-benzo[h]quinazolin-8-yl)oxy]cyclohexyl]carbamate